2,6-dichloro-7-(5-chloro-2-(4-chloro-1H-1,2,3-triazol-1-yl)phenyl)furo[3,2-b]pyridin-5(4H)-one ClC1=CC=2NC(C(=C(C2O1)C1=C(C=CC(=C1)Cl)N1N=NC(=C1)Cl)Cl)=O